3-(4-benzylsulfanyl-2-oxo-benzo[cd]indol-1-yl)piperidine-2,6-dione C(C1=CC=CC=C1)SC=1C=C2C3=C(C(N(C3=CC=C2)C2C(NC(CC2)=O)=O)=O)C1